1-(3-(2-(4-carboxy-4-methylpentyl)phenyl)propyl)cyclopropane C(=O)(O)C(CCCC1=C(C=CC=C1)CCCC1CC1)(C)C